OC1=C(C(=O)O)C=CC=C1.C(C=1C(O)=CC=CC1)(=O)OCCCCC amyl salicylate (2-hydroxybenzoate)